(5s,8s)-1-oxo-2-(propan-2-yl)-2-azaspiro[4.5]decane-8-carbohydrazide O=C1N(CCC12CCC(CC2)C(=O)NN)C(C)C